7-bromo-8-iodo-2-(4-methoxybenzyl)-6-(methoxymethyl)-3,4-dihydropyrrolo[1,2-a]pyrazin-1(2H)-one BrC=1C(=C2N(CCN(C2=O)CC2=CC=C(C=C2)OC)C1COC)I